(R)-(2-(1H-indol-3-yl)-1-(3-(trifluoromethyl)phenyl)ethyl)carbamic acid tert-butyl ester C(C)(C)(C)OC(N[C@H](CC1=CNC2=CC=CC=C12)C1=CC(=CC=C1)C(F)(F)F)=O